3-((4-(3-Fluoro-3-phenylazetidin-1-yl)-5-methoxypyrimidin-2-yl)amino)benzenesulfonamide FC1(CN(C1)C1=NC(=NC=C1OC)NC=1C=C(C=CC1)S(=O)(=O)N)C1=CC=CC=C1